2-methyl-N-(2-methyl-4-(N-(phenyl(piperidin-4-yl)methyl)sulfamoyl)phenyl)benzamide hydrochloride Cl.CC1=C(C(=O)NC2=C(C=C(C=C2)S(NC(C2CCNCC2)C2=CC=CC=C2)(=O)=O)C)C=CC=C1